rac-ethyl 1-(4-fluorophenyl)-3-(2-methoxy-2-oxoethyl)-2,4-dioxopyrrolidine-3-carboxylate FC1=CC=C(C=C1)N1C([C@@](C(C1)=O)(C(=O)OCC)CC(=O)OC)=O |r|